(1s,4s)-4-((5-(1-(2,2-difluoroethyl)-4-fluoro-2-methyl-1H-benzo[d]imidazol-6-yl)-7H-pyrrolo[2,3-d]pyrimidin-2-yl)amino)-1-ethylcyclohexan-1-ol FC(CN1C(=NC2=C1C=C(C=C2F)C2=CNC=1N=C(N=CC12)NC1CCC(CC1)(O)CC)C)F